tert-Butyl 5-{[(4S)-4-(benzyloxy)-D-prolyl]amino}-1H-pyrrolo[3,2-b]pyridine-1-carboxylate C(C1=CC=CC=C1)O[C@H]1C[C@@H](NC1)C(=O)NC1=CC=C2C(=N1)C=CN2C(=O)OC(C)(C)C